(S)-2-amino-N-(2-(methyl-(2-oxo-2-((6-(trifluoromethoxy)benzo[d]thiazol-2-yl)amino)ethyl)amino)-2-oxoethyl)propanamide N[C@H](C(=O)NCC(=O)N(CC(NC=1SC2=C(N1)C=CC(=C2)OC(F)(F)F)=O)C)C